COC1=C(C(=CC=C1)OC)S(=O)(=O)NC1=NOC2=C1C(=CC(=C2)CC2=NC=CN=C2)OC 2,6-dimethoxy-N-[4-methoxy-6-(pyrazin-2-ylmethyl)-1,2-benzoxazol-3-yl]Benzenesulfonamide